COC(=O)[C@@H]1CN(CC1)C1CCC2=CC(=CC=C12)OCC1=C(C=CC=C1Cl)Cl |r| Racemic-(3S)-1-(5-((2,6-dichlorobenzyl)oxy)-2,3-dihydro-1H-inden-1-yl)-pyrrolidine-3-carboxylic acid methyl ester